C(C)N(C(C[C@H](C1=CC=CC=C1)O)=O)CC (R)-N,N-diethyl-3-hydroxy-3-phenylpropionamide